C(C)C=1C(=NC=C(C1)C1=C(C=CC=C1)C=1C=NC(=CC1)F)N ethyl-5-(2-(6-fluoropyridin-3-yl)phenyl)pyridin-2-amine